ClC1=NC(=CC(=N1)NC1=NNC2=CC=C(C=C12)CC1=C(OC(CNC(OC(C)(C)C)=O)CC)C=CC(=C1)F)Cl tert-butyl (2-(2-((3-((2,6-dichloropyrimidin-4-yl)amino)-1H-indazol-5-yl)methyl)-4-fluorophenoxy)butyl)carbamate